ClC1=C(C=CC(=C1)C1CC1)S(=O)(=O)N[C@@H]([C@H](C)C1=CC=CC=2CCCCC12)C=1OC(NN1)=O 2-chloro-4-cyclopropyl-N-((1S,2R)-1-(5-oxo-4,5-dihydro-1,3,4-oxadiazol-2-yl)-2-(5,6,7,8-tetrahydronaphthalen-1-yl)propyl)benzenesulfonamide